2-(2-methylenespiro[3.5]nonan-7-yl)oxytetrahydropyran C=C1CC2(C1)CCC(CC2)OC2OCCCC2